dimethylsilylene-bis(2,4,7-trimethylinden-1-yl)hafnium C[Si](=[Hf](C1C(=CC2=C(C=CC(=C12)C)C)C)C1C(=CC2=C(C=CC(=C12)C)C)C)C